ClC=1C=C(CN2N=C3N([C@H](CCC3)C(=O)O)C2=O)C=CC1OC(F)(F)F |r| (5RS)-2-[3-Chloro-4-(trifluoromethoxy)benzyl]-3-oxo-2,3,5,6,7,8-hexahydro[1,2,4]triazolo[4,3-a]pyridine-5-carboxylic acid